[6-(5-chloro-1,3-benzoxazol-2-yl)spiro[3.3]heptan-2-yl]-2-methylsulfonyl-pyridine-4-carboxamide ClC=1C=CC2=C(N=C(O2)C2CC3(CC(C3)C=3C(=NC=CC3C(=O)N)S(=O)(=O)C)C2)C1